Cl.C1NCC2=CC(=CC=C12)CNS(=O)(=O)C N-[(2,3-dihydro-1H-isoindol-5-yl)methyl]methanesulfonamide-HCl